FC(C(=O)C1=NC2=C(N1C)C=CC=C2)(F)F 2,2,2-Trifluoro-1-(1-methyl-1H-benzo[d]imidazol-2-yl)ethan-1-on